NC=1C(=CC(=C(C1)NC(C(F)F)=O)F)F N-(5-amino-2,4-difluorophenyl)-2,2-difluoroacetamide